NC=1C=C(C(=C2CCC(C(C12)=O)NC(C)=O)C)Cl N-(8-amino-6-chloro-5-methyl-1-oxo-1,2,3,4-tetrahydronaphthalen-2-yl)acetamide